Cl.NC1CC(C1)OC(=O)N1C=CC2=C1N=CN=C2N(C)[C@H]2CN(CC[C@H]2C)C(CC#N)=O 3-aminocyclobutyl-4-(((3R,4R)-1-(2-cyanoacetyl)-4-methylpiperidin-3-yl) (methyl) amino)-7H-pyrrolo[2,3-d]pyrimidine-7-carboxylate hydrochloride